C(N)(OC1CC(N(CC1)CCCOC1=CC(OC2=CC(=CC=C12)C=1C=NC(=CC1)F)=O)C(C)(C)C)=O (tert-butyl 1-(3-((7-(6-fluoropyridin-3-yl)-2-oxo-2H-chromen-4-yl) oxy) propyl) piperidin-4-yl) carbamate